CC1=C(C=CS1)CN1C=CN2C1=NC(=CC2=O)C 5-methyl-4-((7-methyl-5-oxoimidazo[1,2-a]pyrimidin-1(5H)-yl)methyl)thiophene